C1(=CC=CC=C1)C1=NC(=NC(=N1)C1=CC=CC=C1)C1=CC=C(C=C1)OB(O)O 4-(4,6-diphenyl-1,3,5-triazine-2-yl)phenylboric acid